N-(3,4-difluorophenyl)-1-methyl-4-(N-(prop-2-yn-1-yl)sulfamoyl)-1H-pyrrole-2-carboxamide FC=1C=C(C=CC1F)NC(=O)C=1N(C=C(C1)S(NCC#C)(=O)=O)C